FC1=C(C=CC=C1)C=1C(=CC2=C(N(C(N=C2N2[C@H](CNCC2)C)=O)C2=C(C=CC=C2)C(C)C)N1)C (S)-7-(2-fluorophenyl)-1-(2-isopropylphenyl)-6-methyl-4-(2-methylpiperazin-1-yl)pyrido[2,3-d]pyrimidin-2(1H)-one